4,6-dimethyl-mercaptopyrimidine CC1=NC(=NC(=C1)C)S